ClC=1C=CC(=NC1C=1N=NN(N1)CC1=C(C=CC(=C1)OC(F)(F)F)F)[C@@](CS(=O)(=O)N)(C)O |o1:25| (R or S)-2-(5-chloro-6-(2-(2-fluoro-5-(trifluoromethoxy)benzyl)-2H-tetrazol-5-yl)pyridin-2-yl)-2-hydroxy-propane-1-sulfonamide